(1H-indol-3-yl)-8-(piperidine-1-carbonyl)-3,4-dihydroisoquinoline-2(1H)-carboxamide N1C=C(C2=CC=CC=C12)C1N(CCC2=CC=CC(=C12)C(=O)N1CCCCC1)C(=O)N